(2S,3R)-3-amino-2-(hydroxymethyl)pyrrolidine-1-carboxylic acid tert-butyl ester C(C)(C)(C)OC(=O)N1[C@@H]([C@@H](CC1)N)CO